CN(C)C(OC)OC N,N'-dimethylformamide dimethyl acetal